vinyl butenate C(C=CC)(=O)OC=C